1,4-dimethyl-N-[(1s,4s)-4-{[6-chloro-2-(trifluoromethyl)quinolin-4-yl]amino}cyclohexyl]-1H-indole-2-carboxamide CN1C(=CC2=C(C=CC=C12)C)C(=O)NC1CCC(CC1)NC1=CC(=NC2=CC=C(C=C12)Cl)C(F)(F)F